OC[C@@H](CCO)NC(C1=CC=CC=C1)=O (R)-N-(1,4-dihydroxybutane-2-yl)benzamide